FC1=CC=C(C[C@@H]2O[C@H]([C@H](N(C2=O)[C@@H](C(=O)OCC)CCC)C2=CC=C(C=C2)Cl)C2=CC=C(C=C2)Cl)C=C1 (R)-ethyl 2-((2S,5R,6S)-2-(4-fluorobenzyl)-5,6-bis(4-chlorophenyl)-3-oxomorpholino)pentanoate